C(C)(C)(C)OC(=O)N1C[C@H](CC1)C1=CC=C(C=C1)Cl (R)-3-(4-chlorophenyl)pyrrolidine-1-carboxylic acid tert-butyl ester